[Na].[N+](=[N-])=C1C(C2=CC=CC=C2C(C1)=O)=O diazonaphthoquinone sodium